C(C=C)(=O)OCC(C(C(=O)N1[C@@H](CCCC1)C(=O)O[C@H](CCC1=CC(=C(C=C1)OC)OC)C1=CC(=CC(=C1)F)OCC(=O)OC(C)(C)C)=O)(C)C (R)-1-(3-(2-(tert-butoxy)-2-oxoethoxy)-5-fluorophenyl)-3-(3,4-dimethoxyphenyl)propyl (S)-1-(4-(acryloyloxy)-3,3-dimethyl-2-oxobutanoyl)piperidine-2-carboxylate